p-(1,1,1,3,3,3-hexafluoro-2-hydroxypropyl)styrene FC(C(C(F)(F)F)(O)C1=CC=C(C=C)C=C1)(F)F